tert-butyl (5-(5-(morpholine-4-carbonyl)pyrimidin-2-yl)-7-(trifluoromethyl)benzofuran-2-yl)methylcarbamate N1(CCOCC1)C(=O)C=1C=NC(=NC1)C=1C=C(C2=C(C=C(O2)CNC(OC(C)(C)C)=O)C1)C(F)(F)F